FC(OC1=C(C=C(C=C1)C(F)(F)F)B(O)O)F 2-DIFLUOROMETHOXY-5-TRIFLUOROMETHYL-BENZENEBORONIC ACID